ClC1=C(C=C(C=C1)C=1N=NN(C1)C12CC(C1)(C2)NC(OC(C)(C)C)=O)F tert-butyl {3-[4-(4-chloro-3-fluorophenyl)-1H-1,2,3-triazol-1-yl]bicyclo[1.1.1]pentan-1-yl}carbamate